tert-Butyl ((1S,3S)-3-(8-bromo-7-chloro-2-oxo-6-((2-(trimethylsilyl)ethoxy)methyl)-3,6-dihydroimidazo[4,5-d]pyrrolo[2,3-b]pyridin-1(2H)-yl)cyclobutyl)carbamate BrC1=C(N(C2=NC=C3C(=C21)N(C(N3)=O)C3CC(C3)NC(OC(C)(C)C)=O)COCC[Si](C)(C)C)Cl